C1(CCCCC1)C1=NC(=NC=2C(N(N=CC21)C)=O)N2C[C@@H](O[C@@H](C2)C)C=2C=NN(C2)C2CC2 4-cyclohexyl-2-[(2S,6R)-2-(1-cyclopropylpyrazol-4-yl)-6-methyl-morpholin-4-yl]-7-methyl-pyrimido[4,5-d]pyridazin-8-one